2-(((2R,7aS)-2-fluorotetrahydro-1H-pyrrolizin-7a(5H)-yl)methoxy)-5-methoxypyrido[4,3-d]pyrimidin-4-amine F[C@@H]1C[C@@]2(CCCN2C1)COC=1N=C(C2=C(N1)C=CN=C2OC)N